C(#N)C=1C=NN2C1C(=CC(=C2)OCC(C)(C)O)C=2C=CC(=NC2)N2C[C@@H]1[C@H](C2)CC(C1)(C(=O)NC=1C=NC(=CC1)OC)C (3aR,5r,6aS)-2-(5-(3-cyano-6-(2-hydroxy-2-methylpropoxy)pyrazolo[1,5-a]pyridin-4-yl)pyridin-2-yl)-N-(6-methoxypyridin-3-yl)-5-methyloctahydrocyclopenta[c]pyrrole-5-carboxamide